2-(2-bromo-4-fluorophenyl)propan-1-ol BrC1=C(C=CC(=C1)F)C(CO)C